20-tert-butoxy-20-oxo-icosanoic acid C(C)(C)(C)OC(CCCCCCCCCCCCCCCCCCC(=O)O)=O